6-methoxy-9,9-dimethyl-2-((4-((tetrahydro-2H-pyran-4-yl)methyl)piperazin-1-yl)methyl)-9,10-dihydroacridine COC=1C=C2NC=3C=CC(=CC3C(C2=CC1)(C)C)CN1CCN(CC1)CC1CCOCC1